IC1=C2C(=CN=C1N)N(N=C2)C 4-iodo-1-methyl-pyrazolo[5,4-c]pyridin-5-amine